ethyl N-(4-chlorobenzyl)-P-(4-(5-(chlorodifluoromethyl)-1,2,4-oxadiazol-3-yl)phenyl)phosphonamidate ClC1=CC=C(CNP(OCC)(=O)C2=CC=C(C=C2)C2=NOC(=N2)C(F)(F)Cl)C=C1